(1R,4aS,10aR)-N-(2-(Dimethylamino)ethyl)-6-hydroxy-1,4a-dimethyl-1,2,3,4,4a,9,10,10a-octahydrophenanthrene-1-carboxamide CN(CCNC(=O)[C@@]1(CCC[C@@]2(C3=CC(=CC=C3CC[C@@H]12)O)C)C)C